2-(3-chloro-4-(4-hydroxy-3-isopropylbenzyl)-5-isopropylphenoxy)acetic acid ClC=1C=C(OCC(=O)O)C=C(C1CC1=CC(=C(C=C1)O)C(C)C)C(C)C